FC(C=1C(=C(C=CC1)[C@@H](C)NC1=CN=NC2=CC(=C(C=C12)OC1CCN(CC1)C(C)=O)OC)F)F (R)-1-(4-((4-((1-(3-(difluoromethyl)-2-fluorophenyl)ethyl)amino)-7-methoxycinnolin-6-yl)oxy)piperidin-1-yl)ethan-1-one